2-(6-chlorochroman-3-yl)-4-(1-ethoxyvinyl)-6-methylisoindolin-1-one ClC=1C=C2CC(COC2=CC1)N1C(C2=CC(=CC(=C2C1)C(=C)OCC)C)=O